6,7-dimethoxy-9-(4-(piperidin-1-yl)phenyl)naphtho[2,3-c]furan-1(3H)-one COC1=CC2=CC3=C(C(OC3)=O)C(=C2C=C1OC)C1=CC=C(C=C1)N1CCCCC1